C(C)(C)(C)OC(=O)N1CCC(=C[C@H]1C)C1=C(C=C2C(=NN(C2=C1)C)N1C(NC(CC1)=O)=O)F (R)-4-(3-(2,4-Dioxotetrahydropyrimidin-1(2H)-yl)-5-fluoro-1-methyl-1H-indazol-6-yl)-6-methyl-3,6-dihydropyridine-1(2H)-carboxylic acid tert-butyl ester